Cl.N[C@@H]1CC[C@H](CC1)NC1CC=2C=CC(=CC2CC1)N1C(N=C(C=C1)NC(=O)N1CCNCC1)=O N-(1-(6-(((Trans)-4-Aminocyclohexyl)Amino)-5,6,7,8-Tetrahydronaphthalen-2-Yl)-2-Oxo-1,2-Dihydropyrimidin-4-Yl)Piperazine-1-Carboxamide Hydrochloride Salt